3-isopropyl-benzimidazol-2-one C(C)(C)N1C(NC2=C1C=CC=C2)=O